C(C)(C)OC1=CC(=C(C=N1)S1C(=C2NC(NC3=CC=NC1=C23)=O)C(=O)N)C S-(6-isopropoxy-4-methylpyridin-3-yl)-4-oxo-4,5-dihydro-3H-1-thia-3,5,8-triazaacenaphthylene-2-carboxamide